C1(CCCC1)N1C(=CC2=C1N=C(N=C2)NC2=NC=C(C=C2)N2CCN(CC2)C2=CC=C(C=C2)N2C(NC(CC2)=O)=O)C(=O)N(C)C 7-cyclopentyl-2-((5-(4-(4-(2,4-dioxotetrahydropyrimidin-1(2H)-yl)phenyl)-piperazin-1-yl)pyridin-2-yl)amino)-N,N-dimethyl-7H-pyrrolo[2,3-d]pyrimidine-6-carboxamide